COC(C)C1=C(C=C(C=C1)C)N1/C(/SCC1=O)=N/C(=O)NC1=CC=C(C=C1)C=1N=CN(C1)C1=NC=C(C=C1)C(F)(F)F (Z)-1-(3-(2-(1-methoxyethyl)-5-methylphenyl)-4-oxothiazolidin-2-ylidene)-3-(4-(1-(5-(trifluoromethyl)pyridin-2-yl)-1H-imidazol-4-yl)phenyl)urea